4,8-bis(5-(2-ethylhexyl)-4-fluorothiophen-2-yl)benzo[1,2-b:4,5-b']dithiophene-2,6-diyl-bis(trimethylstannane) C(C)C(CC1=C(C=C(S1)C1=C2C(SC(=C2)[Sn](C)(C)C)=C(C2=C1SC(=C2)[Sn](C)(C)C)C=2SC(=C(C2)F)CC(CCCC)CC)F)CCCC